C1CCCC2CCCC=C12 hexahydro-1H-naphthalene